zirconium(IV) ethylhexanoate C(C)OC(CCCCC)=O.[Zr+4]